C1(CCC1)OC=1C=2N(C=NC1C=1C=NN(C1)C(C)OCC)N=C(N2)NC2=C(C=C(C=C2)S(=O)(=O)NCCC(OCC)OCC)C 4-((8-cyclobutoxy-7-(1-(1-ethoxyethyl)-1H-pyrazol-4-yl)-[1,2,4]triazolo[1,5-c]pyrimidin-2-yl)amino)-N-(3,3-diethoxypropyl)-3-methylbenzenesulfonamide